tert-Butyl (s)-5-(((R)-tert-butylsulfinyl)amino)-5,7-dihydrospiro[cyclopenta[b]pyridine-6,4'-piperidine]-1'-carboxylate C(C)(C)(C)[S@@](=O)N[C@@H]1C=2C(=NC=CC2)CC12CCN(CC2)C(=O)OC(C)(C)C